CS(=O)(C)=NC=1C=CC(=C(C1)NC(C=C)=O)NC1=NC=CC(=N1)N1C=CC2=CC=CC=C12 N-[5-[[dimethyl(oxo)-λ6-sulfanylidene]amino]-2-[(4-indol-1-ylpyrimidin-2-yl)amino]phenyl]prop-2-enamide